N-(4-((2-(1,1-difluoroethyl)-6-methylpyridin-4-yl)amino)-5-hydroxypyridin-2-yl)acetamide FC(C)(F)C1=NC(=CC(=C1)NC1=CC(=NC=C1O)NC(C)=O)C